(S)-2-(methylamino)-2-oxo-1-phenylethyl 3-oxobutanoate O=C(CC(=O)O[C@H](C(=O)NC)C1=CC=CC=C1)C